COC=1C=C(C=CC1)C1=NN(C=C1)C1=NC=2N(C(=C1)N1CCOCC1)N=C(C2)C2=CC=[N+](C=C2)[O-] 4-(5-(3-(3-methoxyphenyl)-1H-pyrazol-1-yl)-7-morpholinopyrazolo[1,5-a]pyrimidin-2-yl)pyridine 1-oxide